(dibenzylideneacetone) palladium (0) [Pd].C(C1=CC=CC=C1)=CC(=O)C=CC1=CC=CC=C1